BrC=1C=CC(=NC1C)C1=C(C(=NO1)C)CO (5-(5-bromo-6-methylpyridin-2-yl)-3-methylisoxazol-4-yl)methanol